cyclobutyl 4'-((2S,5R)-4-(tert-butoxycarbonyl)-2,5-dimethylpiperazin-1-yl)spiro[cyclobutane-1,5'-pyrrolo[2,3-d]pyrimidine]-7'(6'H)-carboxylate C(C)(C)(C)OC(=O)N1C[C@@H](N(C[C@H]1C)C=1C2=C(N=CN1)N(CC21CCC1)C(=O)OC1CCC1)C